BrC=1C=NC(=NC1Cl)Cl 5-bromo-2,6-dichloropyrimidine